FC1=CC=C(C=C1)C=1N=CN(C1N1C=CC=2C1=NC=CC2)CC2=COC=C2 4-(4-fluorophenyl)-1-(furan-3-ylmethyl)-1H-imidazol-5-yl-1H-pyrrolo[2,3-b]pyridine